COCC=O 2-methoxyethane-1-one